(4-diethylaminophenyl)-isobutyl carbamate C(N)(OC(C(C)C)C1=CC=C(C=C1)N(CC)CC)=O